C1(CC1)C1=C(C(=NO1)C1=C(C=CC=C1Cl)Cl)CO[C@H]1[C@@H]2CN([C@H](C1)C2)C2=CC(=C(C#N)C(=C2)F)F 4-[(1S,4S,5R)-5-{[5-cyclopropyl-3-(2,6-dichlorophenyl)-1,2-oxazol-4-yl]methoxy}-2-azabicyclo[2.2.1]heptan-2-yl]-2,6-difluorobenzonitrile